C1C2(CC3=CC=CC=C13)CN(C2)C(=O)[O-] 1',3'-dihydrospiro[azetidine-3,2'-indene]-1-carboxylate